CO.CO.C1CCCCCCCCC1.C1CCCCCCCCC1.C1CCCCCCCCC1 tricycloDecandimethanol